C(C)(C)(C)OC(NC1=NC(=C(C=C1)F)COCC1=CC(=C(C(=C1)C1=NC=C(C=N1)F)OC)N)=O (6-(((3-Amino-5-(5-fluoropyrimidin-2-yl)-4-methoxyphenylmethyl)oxy)methyl)-5-fluoropyridin-2-yl)carbamic acid tert-butyl ester